(5-Chloro-2-nitrophenyl)-1H-pyrazol-4-amine ClC=1C=CC(=C(C1)N1N=CC(=C1)N)[N+](=O)[O-]